CC1=CC=C(\C=N\N2C(CNC(C2)=O)=O)C=C1 (E)-1-((4-methylbenzylidene)amino)piperazine-2,5-dione